CC1=NC2=C(N1)C=C(C=C2)C2=CC=C(C=C2)C2=CC=C(C=C2)N2CCCCC2 2-Methyl-6-(4'-(Azinan-1-yl)-[1,1'-Biphenyl]-4-yl)-1H-benzo[d]Imidazol